3-Bromo-8-methoxy-6H-benzo[c]chromen-6-one BrC1=CC=C2C3=C(C(OC2=C1)=O)C=C(C=C3)OC